CC1=C(C=CC(=C1)Br)N1C(=C(C(=C1)C1=CC=CC=C1)C1=NC=CC=C1)CC1=CC=CC=C1 N-(2-methyl-4-bromophenyl)-3-(2-pyridyl)-2-benzyl-4-phenylpyrrole